triethyl-amyl-phosphine (N-methyl-glycine) salt CNCC(=O)O.C(C)C(CCCCP)(CC)CC